1-(2-(1H-indol-3-yl)ethyl)-4-methylpiperidin-4-ol N1C=C(C2=CC=CC=C12)CCN1CCC(CC1)(O)C